FC(N1C(C(=CC=C1)NC(=O)C=1C(=NC=2N(C1)C=C(N2)[C@@]21CO[C@@](CC2)(C1)C)OC(C)C)=O)F N-(1-(difluoromethyl)-2-oxo-1,2-dihydropyridin-3-yl)-7-isopropoxy-2-((1S,4R)-1-methyl-2-oxabicyclo[2.2.1]heptan-4-yl)imidazo[1,2-a]pyrimidine-6-carboxamide